Cl.C1N(CC12CCNCC2)C=2N=CN=NC2OC2=C(C(=O)N(C(C)C)CC(F)F)C=C(C=C2)F 2-((5-(2,7-diazaspiro[3.5]non-2-yl)-1,2,4-triazin-6-yl)oxy)-N-(2,2-difluoroethyl)-5-fluoro-N-isopropylbenzamide hydrochloride